C(CCC)OC(CCC1C(CC(CC1)CCC(=O)OCCCC)CCC(=O)OCCCC)=O tri(n-butyl)-cyclohexane-1,2,4-tripropionate